C(C)(C)(C)OC(=O)N1C2(CCC(C1)CC2)NCC2=CC=C(C=C2)OC ((4-methoxybenzyl)amino)-2-azabicyclo[2.2.2]octane-2-carboxylic acid tert-butyl ester